C(C)OC(CC1CCN(CC1)C1=C(C=C(C=C1F)C1=NC=CC(=N1)OCCCOC)F)=O (1-{2,6-difluoro-4-[4-(3-methoxy-propoxy)-pyrimidin-2-yl]-phenyl}-piperidin-4-yl)-acetic acid ethyl ester